(3R)-3-[(2S)-3-(3-bromophenyl)-1-(tert-butoxy)-1-oxo(3,3-2H2)propan-2-yl]pyrrolidine-1-carboxylic acid tert-butyl ester C(C)(C)(C)OC(=O)N1C[C@H](CC1)[C@@H](C(=O)OC(C)(C)C)C([2H])([2H])C1=CC(=CC=C1)Br